Phenyl (3-{4-[(4-hydroxyphenyl)(methyl)carbamoyl]-1,5-dimethyl-1H-pyrrol-2-yl}-4-{[(3R)-3-methyl-3,4-dihydroisoquinolin-2(1H)-yl]carbonyl}benzyl)-carbamate OC1=CC=C(C=C1)N(C(=O)C=1C=C(N(C1C)C)C=1C=C(CNC(OC2=CC=CC=C2)=O)C=CC1C(=O)N1CC2=CC=CC=C2C[C@H]1C)C